methyl 3-[3-chloro-4-[3-(3-hydroxypropoxy)propoxy]phenyl]propanoate ClC=1C=C(C=CC1OCCCOCCCO)CCC(=O)OC